C(CCC=CCCC=CCCC=CCC=CCC=CC)(=O)O 4,8,12,15,18-eicosapentaenoic acid